bis(3-methylbenzyl)sulfonium CC=1C=C(C[SH+]CC2=CC(=CC=C2)C)C=CC1